tert-butyl 4,4-difluoro-3-(pyridin-4-yl)piperidine-1-carboxylate FC1(C(CN(CC1)C(=O)OC(C)(C)C)C1=CC=NC=C1)F